CC(CC=C)CCC (E)-4-methyl-heptene